4-(2-Methyl-indol-1-yl)-benzamide CC=1N(C2=CC=CC=C2C1)C1=CC=C(C(=O)N)C=C1